FC1=CC=C(C=C1)C1=NC2=C(N1CCCC1=CC=CC=C1)C=C(C=C2)OC 2-(4-Fluorophenyl)-6-methoxy-1-(3-phenylpropyl)-1H-benzo[d]imidazole